1-(3-chloro-2-fluorobenzyl)-4-((6-((5-methyl-1H-pyrazol-3-yl)amino)pyridin-2-yl)methyl)-2-(trifluoromethyl)piperidine-4-carboxylic acid ClC=1C(=C(CN2C(CC(CC2)(C(=O)O)CC2=NC(=CC=C2)NC2=NNC(=C2)C)C(F)(F)F)C=CC1)F